(4s,8s)-14-(4-iodophenyl)-1,6,14-trioxo-2,5,7,13-tetraazatetradecane-1,4,8-tricarboxylic acid IC1=CC=C(C=C1)C(NCCCC[C@H](NC(N[C@@H](CNC(C(=O)O)=O)C(=O)O)=O)C(=O)O)=O